(+)-4-[(S)-1-(2,3-dimethylphenyl)ethyl]-1H-imidazole monohydrochloride Cl.CC1=C(C=CC=C1C)[C@H](C)C=1N=CNC1